4-nitro-N-(2-(prop-2-yn-1-yloxy)ethyl)benzenesulfonamide [N+](=O)([O-])C1=CC=C(C=C1)S(=O)(=O)NCCOCC#C